7-(4-(dipropylamino)butyl)-7-hydroxytridecane-1,13-diylbis(3-heptyldecanoate) C(CC)N(CCCCC(CCCCCCC(C(=O)[O-])C(CCCCCCC)CCCCCCC)(CCCCCCC(C(=O)[O-])C(CCCCCCC)CCCCCCC)O)CCC